4,5-dichlorobenzene-1,2-diol ClC=1C=C(C(=CC1Cl)O)O